C(C)(C)(C)N(C(O)=O)C1=C(C=CC=2NC(OC21)=O)I.BrC2=NC(=CC=C2)C2=NN=CN2C=2C=NC=CC2C 2-bromo-6-(4-(4-methylpyridin-3-yl)-4H-1,2,4-triazol-3-yl)pyridine tert-butyl-(6-iodo-2-oxo-2,3-dihydrobenzo[d]oxazol-7-yl)carbamate